(1S,2S,3S)-N-(8-amino-6-(4-methylpyridin-3-yl)isoquinolin-3-yl)-2-methyl-3-(1-methyl-1H-pyrazol-4-yl)cyclopropanecarboxamide NC=1C=C(C=C2C=C(N=CC12)NC(=O)[C@H]1[C@H]([C@@H]1C=1C=NN(C1)C)C)C=1C=NC=CC1C